C1(=CC=CC=C1)NS(=O)(=O)C1CCN(CC1)C(=O)[O-] 4-(N-phenylsulfamoyl)piperidine-1-carboxylate